N-(1'-(6-(3-methoxytetrahydrofuran-3-yl)pyridin-2-yl)-1',2'-dihydrospiro[cyclopropane-1,3'-pyrrolo[3,2-c]pyridin]-6'-yl)acetamide COC1(COCC1)C1=CC=CC(=N1)N1CC2(C=3C=NC(=CC31)NC(C)=O)CC2